tert-butyl (2S)-6-diazo-2-((2S)-3-(1-methyl-1H-indol-3-yl)-2-(((quinuclidin-3-yloxy)carbonyl)amino) propanamido)-5-oxohexanoate [N+](=[N-])=CC(CC[C@@H](C(=O)OC(C)(C)C)NC([C@H](CC1=CN(C2=CC=CC=C12)C)NC(=O)OC1CN2CCC1CC2)=O)=O